(6-(5-(2,5-difluorophenyl)-4-methyl-1H-pyrazol-1-yl)-2-azaspiro[3.3]hept-2-yl)(2-fluoro-5-hydroxyphenyl)methanone FC1=C(C=C(C=C1)F)C1=C(C=NN1C1CC2(CN(C2)C(=O)C2=C(C=CC(=C2)O)F)C1)C